3-[3-[(4S)-2-[5-[(4,6-difluoro-1H-indol-5-yl)oxy]-2-fluoro-phenyl]-4,5,6,7-tetrahydro-3H-imidazo[4,5-c]pyridin-4-yl]-2-fluoro-phenyl]propanoic acid FC1=C2C=CNC2=CC(=C1OC=1C=CC(=C(C1)C1=NC2=C([C@@H](NCC2)C=2C(=C(C=CC2)CCC(=O)O)F)N1)F)F